N-[6-(2,8-dimethylimidazo[1,2-b]pyridazin-6-yl)-8-fluoro-imidazo[1,2-a]pyridin-2-yl]azetidine-3-carboxamide CC=1N=C2N(N=C(C=C2C)C=2C=C(C=3N(C2)C=C(N3)NC(=O)C3CNC3)F)C1